The molecule is a member of the class of pyrazines that is pyrazine in which one of the hydrogens is replaced by an ethyl group. Found particularly in cereals and cereal products, it is present in baked or fried potato, bread, roasted peanuts, and cooked shrimp, as well as cocoa, coffee, and tea. It has a musty, nutty, buttery, peanut odor and a chocolate-peanut taste. It has a role as a fragrance, a flavouring agent and a Maillard reaction product. CCC1=NC=CN=C1